BrC=1C(=NC(=C(C1)C)C(F)(F)F)N1CCC(CCC1)(F)F 1-[3-bromo-5-methyl-6-(trifluoromethyl)-2-pyridyl]-4,4-difluoro-azepane